((4-(methylsulfonyl)benzyl)oxy)-1,2,3,4-tetrahydroisoquinoline CS(=O)(=O)C1=CC=C(COC2NCCC3=CC=CC=C23)C=C1